Cl[SiH](CCC)Cl dichloro(propyl)silane